C(C1=CC=CC=C1)OC(=O)N1C[C@@H]2NC(OC[C@@H]2C1)(C)C (4aR,7aR)-2,2-Dimethylhexahydropyrrolo[3,4-d][1,3]oxazine-6(4H)-carboxylic acid benzyl ester